C(C(O)C)(=O)[O-].CC1=NC=C(C=C1[C@H]1[NH+](CCC1)C)C (2S)-2-(2,5-dimethylpyridin-3-yl)-1-methylpyrrolidin-1-ium lactate